[F-].[Cs+].C(C)OC(CC1CN(C1)C1=CC(=NC=C1)C(F)(F)F)=O [1-(2-Trifluoromethyl-pyridin-4-yl)-azetidin-3-yl]-acetic acid ethyl ester Cesium fluoride